(triisopropylsilyl)-5-hydroxy-7-azaindole C(C)(C)[Si](C(C)C)(C(C)C)C=1NC2=NC=C(C=C2C1)O